N-cyano-N'-((1,2,3,5,6,7-hexahydro-s-indacen-4-yl)carbamoyl)-6,7-dihydro-5H-pyrazolo[5,1-b][1,3]oxazine-3-sulfonimidamide C(#N)NS(=O)(=NC(NC1=C2CCCC2=CC=2CCCC12)=O)C=1C=NN2C1OCCC2